N-(4-(2,4-dimethyloxazol-5-yl)-2-ethoxyphenyl)-8-(4-methoxy-4-methylpiperidin-1-yl)-6-methylpyrido[3,4-d]pyrimidin-2-amine CC=1OC(=C(N1)C)C1=CC(=C(C=C1)NC=1N=CC2=C(N1)C(=NC(=C2)C)N2CCC(CC2)(C)OC)OCC